CC1=CC(=O)[C@]2([C@@H]([C@@H]1O[C@H]3[C@@H]([C@H]([C@@H]([C@H](O3)CO)O)O)O)O2)C/C=C(\\C)/CC/C=C(\\C)/CC/C=C(\\C)/CO The molecule is a class I yanuthone that is yanuthone F in which the hydroxy group attached to the epoxycyclohexenone ring has been converted into the corresponding beta-D-glucoside. It has a role as an Aspergillus metabolite. It is a class I yanuthone and a beta-D-glucoside. It derives from a yanuthone F.